(S)-N-(3-amino-2-(1-hydroxy-1,3-dihydrobenzo[c][1,2]oxaborole-6-carboxamido)-3-oxopropyl)-N-ethyl-1-hydroxy-1,3-dihydrobenzo[c][1,2]oxaborole-6-carboxamide NC([C@H](CN(C(=O)C=1C=CC2=C(B(OC2)O)C1)CC)NC(=O)C=1C=CC2=C(B(OC2)O)C1)=O